[N-]=C=O.[N-]=C=O.CC1=C(C(=C2C(=C1C(=O)NC2=O)C)C)C tetramethyl-isophthalimide diisocyanate